2'-chloro-N-(4-hydroxy-3-(pyridine-3-sulfonylamino)phenyl)-4'-(trifluoromethyl)-[1,1'-biphenyl]-4-carboxamide ClC1=C(C=CC(=C1)C(F)(F)F)C1=CC=C(C=C1)C(=O)NC1=CC(=C(C=C1)O)NS(=O)(=O)C=1C=NC=CC1